C1(CCCC1)N1CC=CC2=C1N=C(N=C2)NC2=C(C=C(C=C2)N2CCN(CC2)C)OC 8-Cyclopentyl-2-((2-methoxy-4-(4-methylpiperazin-1-yl)phenyl)amino)pyrido[2,3-d]pyrimidine